3-[(({1-[4-(2-cyclopropoxyphenyl)pyridin-3-yl]cyclopropyl}amino)methyl)-4-methylphenyl]-N-methyl-N-[(2S,3R,4R,5R)-2,3,4,5,6-pentahydroxyhexyl]hexanamide C1(CC1)OC1=C(C=CC=C1)C1=C(C=NC=C1)C1(CC1)NCC1=C(C=CC(=C1)C)C(CC(=O)N(C[C@@H]([C@H]([C@@H]([C@@H](CO)O)O)O)O)C)CCC